5-phenethoxythiophen C(CC1=CC=CC=C1)OC1=CC=CS1